N-(3-((6-chloropyridin-2-yl)methyl-carbamoyl)thiophen-2-yl)-4-phenylpiperazine-1-carboxamide ClC1=CC=CC(=N1)CNC(=O)C1=C(SC=C1)NC(=O)N1CCN(CC1)C1=CC=CC=C1